ClC1=CC=C(C=C1)SN S-4-chlorophenyl-sulfenamide